1,3-dichloro-5-(methylsulfinyl)benzene ClC1=CC(=CC(=C1)S(=O)C)Cl